methanesulfonic acid (1R,2R)-2-(2,3-difluorophenyl)-1-((R)-1-(5-hydroxy-4-oxo-1,4-dihydropyridazine-3-carbonyl) pyrrolidin-2-yl)-2-phenylethyl ester FC1=C(C=CC=C1F)[C@H]([C@H]([C@@H]1N(CCC1)C(=O)C1=NNC=C(C1=O)O)OS(=O)(=O)C)C1=CC=CC=C1